N-((1S,3R)-3-(4-(chloromethyl)oxazol-2-yl)-3-((3',6-difluoro-2'-hydroxy-[1,1'-biphenyl]-3-yl)methyl)cyclopentyl)ethanesulfonamide ClCC=1N=C(OC1)[C@@]1(C[C@H](CC1)NS(=O)(=O)CC)CC=1C=C(C(=CC1)F)C1=C(C(=CC=C1)F)O